P(=O)(OCC(C(F)F)(F)F)(OC)[O-] (2,2,3,3-tetrafluoropropyl) methyl phosphate